CC1=CC2=C(C3=CC=CC=C3C(=C2C=C1)OCCCC)OCCCC 2-methyl-9,10-bis(n-butyloxy)anthracene